2,6-diethyl-4-methyl-phenyl-malononitrile C(C)C1=C(C(=CC(=C1)C)CC)C(C#N)C#N